C(C)(C)(C)C=1C=C(C(=O)NC=2C=NC(=C(C2)N2C(N(C3=NC(=NC=C3C2)SC)C)=O)Cl)C=CC1 3-(tert-butyl)-N-(6-chloro-5-(1-methyl-7-(methylsulfanyl)-2-oxo-1,2-dihydropyrimido[4,5-d]pyrimidin-3(4H)-yl)pyridin-3-yl)benzamide